C1(=CC=CC=C1)C1=C(O[Ti])C(=CC(=C1)C1=CC=CC=C1)C1=CC=CC=C1 2,4,6-triphenylphenoxytitanium